C(C)(C)(C)N(C(=O)C=1C2=C(N(N1)C1=CC(=CC(=C1)Cl)Cl)C=1C=C(C(=CC1OC2)OC)C=2C=NN(C2)C[C@H](CO)O)C N-tert-butyl-1-(3,5-dichlorophenyl)-8-{1-[(2R)-2,3-dihydroxypropyl]-1H-pyrazol-4-yl}-7-methoxy-N-methyl-1H,4H-chromeno[4,3-c]pyrazole-3-carboxamide